C(CCCCCC(=O)O)(=O)O.C1(CCC(N1)=O)=O succinimide heptanedioate